Cl[SiH](C1=C(C=C(C=C1C)C)C)C1=C(C=C(C=C1C)C)C chloro-di-(2,4,6-trimethylphenyl)silane